C(C(=C)C)(=O)OCCCCS(=O)(=O)O 4-(methacryloyl)oxybutylsulfonic acid